N,N'-Ethylenebis-ricinoleamide C(CNC(CCCCCCC\C=C/C[C@H](O)CCCCCC)=O)NC(CCCCCCC\C=C/C[C@H](O)CCCCCC)=O